C(C)(=O)[O-].C(CCCCCCCCCCC)[NH+]1C=C(C=C1)CCC 1-dodecyl-3-propylpyrrolium acetate